ClC=1C=C2C(=CNC2=CC1)NC(=O)NC1=CC(=C(C=C1)CCOC(F)(F)F)F 1-(5-chloro-1H-indol-3-yl)-3-(3-fluoro-4-(2-(trifluoromethoxy)ethyl)phenyl)urea